(R)-N-((S)-(6-fluoro-5-isopropylpyridin-2-yl)(phenyl)methyl)-2-methylpropane-2-sulfinamide FC1=C(C=CC(=N1)[C@@H](N[S@](=O)C(C)(C)C)C1=CC=CC=C1)C(C)C